5-(1-{[2-methyl-6-(3-methyl-1-benzofuran-5-yl)pyrimidin-4-yl]amino}ethyl)phenol CC1=NC(=CC(=N1)NC(C)C=1C=CC=C(C1)O)C=1C=CC2=C(C(=CO2)C)C1